2-[[4-amino-8-(cis-4-aminocyclohexyloxy)-5,5-dimethyl-6H-benzo[H]quinazolin-7-yl]-methyl-amino]acetonitrile NC1=NC=NC=2C3=C(CC(C12)(C)C)C(=C(C=C3)O[C@@H]3CC[C@@H](CC3)N)N(CC#N)C